FC=1C=NC(=NC1)C(C)C=1N=C(C2=C(N1)OC(=C2C(=O)N)C)NC2(CC2)C [1-(5-fluoropyrimidin-2-yl)ethyl]-6-methyl-4-[(1-methylcyclopropyl)amino]furo[2,3-d]pyrimidine-5-carboxamide